BrC=1C=C(C2=CC(=CC=C2C1)OC1CC1)CCNC(C)=O N-(2-(3-bromo-7-cyclopropyloxynaphthalen-1-yl)ethyl)acetamide